7-(difluoromethyl)-3-methyl-1H-purine-2,6(3H,7H)-dione FC(N1C=NC=2N(C(NC(C12)=O)=O)C)F